C(C#C)N1[C@@H]2CO[C@H](C1)C2 (1S,4S)-5-(prop-2-yn-1-yl)-2-oxa-5-azabicyclo[2.2.1]heptane